1-[(1R)-1-cyclohexylethyl]imidazo[4,5-c]quinolin-4-amine C1(CCCCC1)[C@@H](C)N1C=NC=2C(=NC=3C=CC=CC3C21)N